N-(1H-indazol-6-yl)-4-((8-methyl-2,3-dihydro-1H-pyrido[2,3-b][1,4]oxazin-7-yl)amino)-2-oxo-1,2-dihydropyridine-3-carboxamide N1N=CC2=CC=C(C=C12)NC(=O)C=1C(NC=CC1NC1=C(C2=C(OCCN2)N=C1)C)=O